3-(3-nitrophenyl)azetidine [N+](=O)([O-])C=1C=C(C=CC1)C1CNC1